ethyl (E)-4-((3-chloro-2,4-difluorophenyl) (methyl) amino)-4-oxobut-2-enoate ClC=1C(=C(C=CC1F)N(C(/C=C/C(=O)OCC)=O)C)F